BrC=1C=C(C(=NC1)OCCCN(C)C)NS(=O)(=O)C1=CC=C(C=C1)C N-(5-Bromo-2-(3-(dimethylamino)propoxy)pyridin-3-yl)-4-methylbenzene-sulfonamide